O1C(=CC=C1)C[C@H](N)C(=O)O β-(2-furyl)-alanine